N-(cyclobutylmethyl)-1-[6-[[4-(6-methoxyimidazo[1,5-a]pyridin-8-yl)triazol-1-yl]methyl]-1H-indol-2-yl]methanamine C1(CCC1)CNCC=1NC2=CC(=CC=C2C1)CN1N=NC(=C1)C=1C=2N(C=C(C1)OC)C=NC2